ClC=1N=C(C=2CCN(CC2C1C#N)CC=1C(=NC(=CC1)OC1CCOCC1)C)NCC#N 3-Chloro-1-[(cyanomethyl)amino]-6-{[2-methyl-6-(oxan-4-yloxy)pyridin-3-yl]methyl}-7,8-dihydro-5H-2,6-naphthyridine-4-carbonitrile